NC1=NC(=C(C=2C1=NN(N2)CC2=NN(C=C2)C)Br)C2=C(C#N)C=CC=C2 (4-amino-7-bromo-2-((1-methyl-1H-pyrazol-3-yl)methyl)-2H-[1,2,3]triazolo[4,5-c]pyridin-6-yl)benzonitrile